C(C)(C)(CCC)OOC(C1=CC=CC=C1)=O perbenzoic acid-terthexyl ester